(R)-1-((1-acetylpiperidin-3-yl)methyl)-3-(5-chloro-4-(5,5-dimethyl-5,6-dihydro-4H-pyrrolo[1,2-b]pyrazol-3-yl)pyridin-2-yl)urea C(C)(=O)N1C[C@H](CCC1)CNC(=O)NC1=NC=C(C(=C1)C1=C2N(N=C1)CC(C2)(C)C)Cl